4-(4-(((1r,4r)-4-(3-(3-fluoro-4-(trifluoromethoxy)phenyl)ureido)cyclohexyl)oxy)phenoxy)butyric acid methyl ester COC(CCCOC1=CC=C(C=C1)OC1CCC(CC1)NC(=O)NC1=CC(=C(C=C1)OC(F)(F)F)F)=O